O=C1C=CN=CN1CC1=CC=C(C(=O)NCC(F)(F)F)C=C1 4-((6-Oxopyrimidin-1(6H)-yl)methyl)-N-(2,2,2-trifluoroethyl)benzamide